((4-chloro-2-methylphenyl)(methyl)carbamoyl)azetidin-3-yl-(1-(4-(2,6-dioxopiperidin-3-yl)-3,5-difluorophenyl) azetidin-3-yl)carbamate ClC1=CC(=C(C=C1)N(C(=O)OC(N(C1CN(C1)C1=CC(=C(C(=C1)F)C1C(NC(CC1)=O)=O)F)C1CNC1)=O)C)C